C(C)(C)(C)C1=CC2=C(OPOC3=C2C=C(C=C3C(C)(C)C)C(C)(C)C)C(=C1)C(C)(C)C 2,4,8,10-tetra-t-butyldibenzo[d,f][1,3,2]dioxaphosphepine